O=C1NC(CCC1N1C(C2=CC=C(C=C2C1)C#CCN1CCN(CC1)C1CCN(CC1)CC(=O)OC(C)(C)C)=O)=O Tert-butyl 2-[4-(4-{3-[2-(2,6-dioxopiperidin-3-yl)-1-oxo-2,3-dihydro-1H-isoindol-5-yl]prop-2-yn-1-yl}piperazin-1-yl)piperidin-1-yl]acetate